C1(=CC=CC=C1)CCC(=O)O.C(=O)OCCC1=CC=CC=C1 phenethyl formate (phenylethyl formate)